(E)-3-(3-Hydroxy-4-methoxyphenyl)-1-(3',4',5'-trimethoxy[1,1'-biphenyl]-2-yl)prop-2-en-1-one OC=1C=C(C=CC1OC)/C=C/C(=O)C1=C(C=CC=C1)C1=CC(=C(C(=C1)OC)OC)OC